C(C)N1C(C(=C(C(=C1)C)O)NC(N[C@@H](CC(=O)OCC)C=1C=C(C=CC1)C1=C(C=CC=C1)C)=O)=O ethyl (S)-3-(3-(1-ethyl-4-hydroxy-5-methyl-2-oxo-1,2-dihydropyridin-3-yl)ureido)-3-(2'-methylbiphenyl-3-yl)propanoate